C(#N)C1=CC=C(C=C1)[C@]12[C@](C3=C(C=NC=C3OC)O1)([C@@H]([C@@H]([C@H]2C2=CC=CC=C2)CN(C(OC(C)(C)C)=O)CCOC)O)O |r| rac-tert-butyl (((4bS,5R,6S,7S,7aR)-7a-(4-cyanophenyl)-4b,5-dihydroxy-4-methoxy-7-phenyl-4b,6,7,7a-tetrahydro-5H-cyclopenta[4,5]furo[2,3-c]pyridin-6-yl)methyl)(2-methoxyethyl)carbamate